2-(5-bromo-2-pyridyl)propan-2-ol BrC=1C=CC(=NC1)C(C)(C)O